ClC1=C(N(N=C1)C)C=1C=C(C=CC1OC)NC(=O)NC1=CC(=CC=C1)F 1-[3-(4-Chloro-2-methyl-2H-pyrazol-3-yl)-4-methoxyphenyl]-3-(3-fluoro-phenyl)-urea